CN1N=C(C(=C1)C(=O)OCC)C Ethyl 1,3-dimethyl-1H-pyrazole-4-carboxylate